C1(CC1)C1=C2C=C(N=NC2=CC(=C1)N1CC2(C1)CNC2)C2=C(C=CC=C2)O 2-(5-cyclopropyl-7-{2,6-diazaspiro[3.3]heptan-2-yl}cinnolin-3-yl)phenol